(R)-2-amino-5-(4-(2-(3,5-difluorophenyl)-2-hydroxyacetamido)-5-fluoro-2-methylphenyl)-N-isopropylnicotinamide NC1=C(C(=O)NC(C)C)C=C(C=N1)C1=C(C=C(C(=C1)F)NC([C@H](O)C1=CC(=CC(=C1)F)F)=O)C